N1N=C(C2=CC=CC=C12)C1CCN(CC1)C(=O)OC(C)(C)C tert-butyl 4-(1H-indazol-3-yl)piperidine-1-carboxylate